3-(4-(5-((6-(3,5-dichlorophenyl)-4-((4-((3-methylureido)methyl)piperidin-1-yl)methyl)pyridin-2-yl)oxy)pyrimidin-2-yl)piperazin-1-yl)propane-1-sulfonamide ClC=1C=C(C=C(C1)Cl)C1=CC(=CC(=N1)OC=1C=NC(=NC1)N1CCN(CC1)CCCS(=O)(=O)N)CN1CCC(CC1)CNC(=O)NC